5-(4-(hydroxymethyl)-2-methylpyrimidin-5-yl)-1-(4-methoxybenzyl)-1H-indazol-6-ol OCC1=NC(=NC=C1C=1C=C2C=NN(C2=CC1O)CC1=CC=C(C=C1)OC)C